ClC1=CC=C(C=C1)N1N=C(C=C1CO)C(F)(F)F [2-(4-chlorophenyl)-5-(trifluoromethyl)pyrazol-3-yl]methanol